2-(4-(2-acetyl-5-chlorophenyl)-5-methoxy-2-oxopyridin-1(2H)-yl)-3-phenyl-N-(4-sulfamoylphenyl)propanamide C(C)(=O)C1=C(C=C(C=C1)Cl)C1=CC(N(C=C1OC)C(C(=O)NC1=CC=C(C=C1)S(N)(=O)=O)CC1=CC=CC=C1)=O